3-(6-(Bicyclo[1.1.1]pentan-1-yl(methyl)amino)-1-methyl-1H-pyrazolo[4,3-c]pyridin-3-yl)-2,6-difluoro-5-(trifluoromethyl)phenol C12(CC(C1)C2)N(C2=CC1=C(C=N2)C(=NN1C)C=1C(=C(C(=C(C1)C(F)(F)F)F)O)F)C